OC=1C=C(C=CC1)C1=C(N=C2N(C1=O)C=CC(=C2)OC)C(F)(F)F 3-(3-hydroxyphenyl)-8-methoxy-2-(trifluoromethyl)pyrido[1,2-a]pyrimidin-4-one